tert-butyl 3-[(3aR,4R,6aR)-2,2-dimethyl-6-oxo-tetrahydrocyclopenta[d][1,3]dioxol-4-yl]-5,6-dihydro-2H-pyridine-1-carboxylate CC1(O[C@H]2[C@@H](O1)C(C[C@@H]2C=2CN(CCC2)C(=O)OC(C)(C)C)=O)C